5-oxopent-3-ene O=CC=CCC